5-(2-phenoxyphenyl)-3-(3,4,5-trimethoxyphenyl)pyridin-2-amine O(C1=CC=CC=C1)C1=C(C=CC=C1)C=1C=C(C(=NC1)N)C1=CC(=C(C(=C1)OC)OC)OC